ClC=1C=C(C=CC1F)C(C=1NC(=C(N1)S(=O)(=O)C)C)OCC1(CCC1)C 2-[(3-chloro-4-fluorophenyl)-[(1-methylcyclobutyl)methoxy]methyl]-5-methyl-4-methylsulfonyl-1H-imidazole